OC[C@@H]1[C@@H](C1)CN(CCCCCCCC(=O)N(CCCCCCCCCC)CCCCCCCCCC)CCCCCCCC(=O)N(CCCCCCCCCC)CCCCCCCCCC 8,8'-((((1R,2S)-2-(hydroxymethyl)-cyclopropyl)meth-yl)azanediyl)bis-(N,N-didecyloctan-amide)